tert-butyl (3-(1H-pyrrol-1-yl)bicyclo[1.1.1]pentan-1-yl)carbamate N1(C=CC=C1)C12CC(C1)(C2)NC(OC(C)(C)C)=O